(3-bromo-7-hydroxy-1H-pyrazolo[4,3-d]Pyrimidin-5-yl)carbamic acid methyl ester COC(NC=1N=C(C2=C(N1)C(=NN2)Br)O)=O